(cyclopentadienyl)(trimethylcyclopentadienyl)zirconium dichloride [Cl-].[Cl-].C1(C=CC=C1)[Zr+2]C1(C(=C(C=C1)C)C)C